N[C@@H](CS)C(=O)N[C@@H](CC1=CC=C(C=C1)O)C(=O)N[C@@H](CC1=CC=CC=C1)C(=O)N[C@@H](CCC(N)=O)C(=O)N[C@@H](CC(N)=O)C(=O)N[C@@H](CS)C(=O)N1[C@@H](CCC1)C(=O)N[C@@H](CCCNC(N)=N)C(=O)NCC(=O)N L-cysteinyl-L-tyrosyl-L-phenylalanyl-L-glutaminyl-L-asparaginyl-L-cysteinyl-L-prolyl-L-arginyl-L-glycinamide